3-amino-N-[(3R)-5,6-difluoro-7-(piperazin-1-yl)-3,4-dihydro-2H-1-benzopyran-3-yl]-4,6-dimethylthieno[2,3-b]pyridine-2-carboxamide NC1=C(SC2=NC(=CC(=C21)C)C)C(=O)N[C@H]2COC1=C(C2)C(=C(C(=C1)N1CCNCC1)F)F